N[C@H](C(=O)O)C[C@@H](CCCCC)C (2S,4R)-2-amino-4-methylnonanoic acid